(5-methylisoxazol-3-yl)ammonia CC1=CC(=NO1)N